(rac)-2-(2-chloropyridin-4-yl)-7-(2,2-difluoroethyl)-5-methyl-1,5,6,7-tetrahydro-4H-pyrrolo[3,2-c]pyridin-4-one ClC1=NC=CC(=C1)C1=CC=2C(N(C[C@H](C2N1)CC(F)F)C)=O |r|